(1-hydroxy-4-(1-(8-methoxyquinazolin-4-yl)piperidin-3-yl)but-2-yl)phosphonic acid OCC(CCC1CN(CCC1)C1=NC=NC2=C(C=CC=C12)OC)P(O)(O)=O